COC(CC1CCC(CC1)C1=CC=C(C=C1)N[C@H]1C(NC(CC1)=O)=O)=O |r| 2-[4-[4-[[(3RS)-2,6-dioxo-3-piperidyl]amino]phenyl]cyclohexyl]acetic acid methyl ester